IC=1N=CC=2C=C3CCCN3C2N1 iodo-7,8-dihydro-6H-pyrimido[5,4-b]pyrrolizine